CN1N=C2C=C(C(=CC2=C1)N)OCC1=CN=CO1 2-methyl-6-(oxazol-5-ylmethoxy)-2H-indazol-5-amine